C=C(CC)C1=CC(=C2[C@](N(C(C2=C1)=O)CC1=NC=C(C=N1)Cl)(O[C@@H]1COCC1)C1=CC=C(C=C1)Cl)F (R)-6-(but-1-en-2-yl)-3-(4-chlorophenyl)-2-((5-chloropyrimidin-2-yl)methyl)-4-fluoro-3-(((S)-tetrahydrofuran-3-yl)oxy)isoindolin-1-one